(3,5-difluoropyridin-2-yl)-2H-1,2,3-triazol-4-amine FC=1C(=NC=C(C1)F)N1N=CC(=N1)N